3-(5-(methylthio)-4-(4-(trifluoromethyl)phenyl)-4H-1,2,4-triazol-3-yl)propan-1-ol CSC=1N(C(=NN1)CCCO)C1=CC=C(C=C1)C(F)(F)F